phenyl-thiophene sulfonium salt [SH3+].C1(=CC=CC=C1)C=1SC=CC1